N-[9-[(2R,5R)-5-[[bis(4-methoxyphenyl)-phenyl-methoxy]methyl]-3-fluoro-4-hydroxy-tetrahydrofuran-2-yl]purin-6-yl]-N-hexadecyl-benzamide COC1=CC=C(C=C1)C(OC[C@@H]1C(C([C@@H](O1)N1C2=NC=NC(=C2N=C1)N(C(C1=CC=CC=C1)=O)CCCCCCCCCCCCCCCC)F)O)(C1=CC=CC=C1)C1=CC=C(C=C1)OC